CSC1=C(C=CC=C1)N1CCN(CC1)CCCCCC(=O)NC1CCCC2=CC=CC=C12 4-[2-(Methylthio)phenyl]-N-(1,2,3,4-tetrahydro-1-naphthalenyl)-1-piperazinehexanamide